FC1=CC=CC2=C1N=C(S2)[C@H]2N(CCC1=C2N=CN1)C(=O)C1=C(N=C(O1)C(C)(C)F)C (S)-(4-(4-fluorobenzo[d]thiazol-2-yl)-6,7-dihydro-1H-imidazo[4,5-c]pyridin-5(4H)-yl)(2-(2-fluoropropan-2-yl)-4-methyloxazol-5-yl)methanone